ClC1=CC=C(C=C1)C1N(CCC2=CC(=C(C=C12)OC(C)C)OC)C1=CC=C(C=C1)N1CCNCC1 1-(4-chlorophenyl)-7-isopropoxy-6-methoxy-2-(4-piperazin-1-ylphenyl)-1,4-dihydroisoquinoline